2-(4-hydroxytetrahydro-2H-pyran-4-yl)-N-methyl-N-((1-methyl-1H-imidazol-4-yl)methyl)acetamide OC1(CCOCC1)CC(=O)N(CC=1N=CN(C1)C)C